FC(C1N(CC1)C1=CC(=C(C=O)C(=C1)O)F)F 4-[2-(difluoromethyl)azetidin-1-yl]-2-fluoro-6-hydroxybenzaldehyde